(R)-8-(5-((5-((2-amino-5-bromophenyl)amino)-4-methylpentyl)oxy)-1-methyl-1H-pyrazole-4-yl)imidazo[1,2-a]pyridine-6-carboxylic acid methyl ester COC(=O)C=1C=C(C=2N(C1)C=CN2)C=2C=NN(C2OCCC[C@H](CNC2=C(C=CC(=C2)Br)N)C)C